C1(CC1)C1=CC(=CC(=N1)N1C(C2=CC(=CC(=C2C1)OC)COCC1(CCC1)O)=O)C1=C(C=C(C=C1)F)C1=NN=CN1C 2-{6-Cyclopropyl-4-[4-fluoro-2-(4-methyl-1,2,4-triazol-3-yl)phenyl]pyridin-2-yl}-6-{[(1-hydroxycyclobutyl)methoxy]methyl}-4-methoxy-3H-isoindol-1-one